[7-[2,4-difluoro-6-(2-methoxyethoxy)phenyl]-6-(1,2,3,4-tetrahydroisoquinolin-7-yl)thieno[3,2-c]pyridin-4-yl] trifluoromethanesulfonate FC(S(=O)(=O)OC1=NC(=C(C2=C1C=CS2)C2=C(C=C(C=C2OCCOC)F)F)C2=CC=C1CCNCC1=C2)(F)F